CO[SiH2]C=C methoxysilylethene